S1C=CC2=C1C=CC(=C2)[C@H]2N(C[C@@H](CC2)C)C(C(=O)NC2=NC=CC=C2C(=O)N)=O [[2-[(2S,5R)-2-(benzothiophen-5-yl)-5-methyl-1-piperidyl]-2-oxo-acetyl]amino]pyridine-3-carboxamide